ClC1=NC2=NC(=CC(=C2C(=C1)N)C)C 2-chloro-5,7-dimethyl-1,8-naphthyridin-4-amine